2-(methylthio)benzothiopheneFormyl-(S)-2,2,5,5-tetramethyl-[1,3]dioxane-4-carboxylic acid amide CSC1(SC2=C(C1)C=CC=C2)C(=O)[C@]2(OC(OCC2(C)C)(C)C)C(=O)N